C(C)(C)NC(C1=CC=CC=C1)=O N-(isopropyl)benzamide